1-chloro-3-(hydroxyethylthio)-2-propanol ClCC(CSCCO)O